C(C1=CC=C(C=C1)OC)(=O)[C@]([C@](C(=O)O)(O)C(C1=CC=C(C=C1)OC)=O)(O)C(=O)O.N(=[N+]=[N-])CCOCCOCCOCCN 11-azido-3,6,9-trioxaundecane-1-amine (-)-di-p-anisoyl-L-tartrate